C(C)(C)(C)C1=CC=C(C=C1)\C=C\[C@@H]1[C@@H](C1)C1=CC=C(C=C1)C 1-tert-butyl-4-((E)-2-((1r,2r)-2-(p-tolyl)cyclopropyl)vinyl)benzene